ClC1=NC=C(C=N1)C(C(F)F)(C)O 2-(2-chloropyrimidin-5-yl)-1,1-difluoro-propan-2-ol